(+/-)-N-[4-[4-(2-amino-6-methyl-pyrimidin-4-yl)-1,4-oxazepan-3-yl]-3-chloro-phenyl]-2-methoxy-acetamide NC1=NC(=CC(=N1)N1[C@@H](COCCC1)C1=C(C=C(C=C1)NC(COC)=O)Cl)C |r|